N1C=CC2=C(C=CC=C12)C1=NC=2C3=CC(=CN=C3OC2C(=N1)N1CCOCC1)CN1CCC12COC2 4-(1H-indol-4-yl)-6-(morpholin-4-yl)-12-{6-oxa-1-azaspiro[3.3]heptan-1-ylmethyl}-8-oxa-3,5,10-triazatricyclo[7.4.0.02,7]trideca-1(13),2(7),3,5,9,11-hexaene